Cl.ClC=1C=C(C#N)C=C(C1)CNCCC1=C(C=CC(=C1)OC)OC 3-chloro-5-(((2,5-dimethoxyphenethyl)amino)methyl)benzonitrile hydrochloride